benzo[d][1,3]dioxazole O1NOC2=C1C=CC=C2